4-((1-methyl-2,4-dioxo-1,3,8-triazaspiro[4.5]decan-3-yl)methyl)benzonitrile hydrochloride Cl.CN1C(N(C(C12CCNCC2)=O)CC2=CC=C(C#N)C=C2)=O